C(C)(=O)C1=C(NC=2CC(CC(C2C1C=1C2=C(SC1)C=CC=C2)=O)C2=CC=C(C=C2)F)C 3-acetyl-4-(benzo[b]thiophen-3-yl)-7-(4-fluorophenyl)-2-methyl-4,6,7,8-tetrahydroquinolin-5(1H)-one